(±)-7-(cyclopropylamino)-5-((4-(methyl(2-(methylamino)ethyl)amino)-3-((methylsulfinyl)methyl)phenyl)amino)pyrazolo[1,5-a]pyrimidine-3-carbonitrile monotrifluoroacetic acid salt FC(C(=O)O)(F)F.C1(CC1)NC1=CC(=NC=2N1N=CC2C#N)NC2=CC(=C(C=C2)N(CCNC)C)C[S@](=O)C |r|